C1(=CC=CC=C1)[C@H](C)NC1=CC(N(C(N1)=O)C(C)C)=O 6-[[(1S)-1-phenylethyl]amino]-3-propane-2-yl-1H-pyrimidine-2,4-dione